BrC(C)C1=CC=C(C=C1)S(F)(F)(F)(F)F (4-(1-bromoethyl)phenyl)pentafluoro-λ6-sulfane